N-methyl-carbamic acid phenylmethyl ester C1(=CC=CC=C1)COC(NC)=O